(3-bromo-1-((2-(trimethylsilyl)ethoxy)methyl)-1H-pyrazol-5-yl)(phenyl)methanone oxime BrC1=NN(C(=C1)C(=NO)C1=CC=CC=C1)COCC[Si](C)(C)C